CC(C)(C)C1=C(C=C(C(=C1)C(C)(C)C)C)O 2,4-bis(1,1-dimethyl-ethyl)-5-methylphenol